(6-chloro-4-fluoro-3-pyridinyl)but-3-yn-1-ol ClC1=CC(=C(C=N1)C(CC#C)O)F